ClN1OC(=CC(=C1)Cl)Cl 2,4,6-trichlorooxazine